(R)-1-methyl-5-(trifluoromethyl)-4,5,6,7-tetrahydroindazole-3-carboxylic acid CN1N=C(C=2C[C@@H](CCC12)C(F)(F)F)C(=O)O